F[C@H]1CN(CCC1)C=1OC2=C(C=C(C=C2C(C1)=O)C)C(C)NC1=C(C(=O)O)C=CC=C1 2-[1-[2-[(3R)-3-Fluoro-1-piperidyl]-6-methyl-4-oxo-chromen-8-yl]ethylamino]benzoic acid